C(CC)OCCOC1=C(N)C=CC=C1 2-(2-propoxyethoxy)aniline